CC(C(=O)OC1=CC(=CC2=CC=C(C(=C12)CC)F)OCOC)(C)C [8-ethyl-7-fluoro-3-(methoxymethyloxy)-1-naphthyl] 2,2-dimethylpropanoate